NCC=1C=C(C=CC1)C1=CC(=CC=2C=COC21)COC2=C(C=CC(=C2)NC(=O)OC)CC(=O)O 2-(2-((7-(3-(aminomethyl)phenyl)benzofuran-5-yl)methoxy)-4-((methoxycarbonyl)amino)phenyl)acetic acid